P(=O)(OCC(C)C)([O-])[O-].[K+].[K+] dipotassium i-butyl phosphate